(R)-5-(2-Aminopropoxy)-N-(1-(7-methoxyquinolin-5-yl)cyclopropyl)-2-methylbenzamide N[C@@H](COC=1C=CC(=C(C(=O)NC2(CC2)C2=C3C=CC=NC3=CC(=C2)OC)C1)C)C